C(C)(C)(C)OC(=O)N1[C@](CCC1)(C)\C=C\S(NC(NC1=C2CCCC2=C2CCCC2=C1)=O)(=O)=O tert-Butyl-(S,E)-2-(2-(N-((1,2,3,6,7,8-hexahydro-as-indacen-4-yl)carbamoyl)sulfamoyl)vinyl)-2-methylpyrrolidin-1-carboxylat